C12(C(CCCC1)O2)C=CC(=O)O epoxycyclohexaneacrylic acid